CNC1CC2=C(N=CS2)CC1 N-methyl-4,5,6,7-tetrahydrobenzo[d]Thiazol-6-amine